alpha-chloroacrylonitrile ClC(C#N)=C